((2-aminothiazol-5-yl)sulfanyl)-2,6-dimethoxy-4-methylbenzoic acid NC=1SC(=CN1)SC=1C(=C(C(=O)O)C(=CC1C)OC)OC